C(C)N(P(O)O)CC Phosphorous acid (diethylamide)